8-(2-chloroacetyl)-4-(pyridin-2-ylmethyl)-1-thia-4,8-diazaspiro[4.5]decan-3-one ClCC(=O)N1CCC2(N(C(CS2)=O)CC2=NC=CC=C2)CC1